CC(C=O)=CC=CC=C(C=O)C 2,7-dimethyl-2,4,6-octatrienedial